1-[3-(1r,3r)-(3-chlorophenyl)cyclobutyl]-3-[(1SR,2SR,4RS)-norbornan-2-yl]urea ClC=1C=C(C=CC1)C1CC(C1)NC(=O)N[C@@H]1[C@H]2CC[C@@H](C1)C2 |r|